OC(C)(CC)C=1NC(C=2SC(=C3OCCCC1C23)C=2C=NNC2)=O 5-(2-hydroxybutan-2-yl)-1-(1H-pyrazol-4-yl)-4,6,7,8-tetrahydro-3H-9-oxa-2-thia-4-azabenzo[cd]azulen-3-one